ClC[SiH](N1[Si](N([Si]1(C1=CC=CC=C1)C)[SiH](C1=CC=CC=C1)CCl)(C1=CC=CC=C1)C)C1=CC=CC=C1 1,3-bis(chloromethyl-phenyl-silyl)-2,4-dimethyl-2,4-diphenyl-cyclodisilazane